2-(4-(2-(benzyloxy)-4-(trifluoromethyl)phenyl)-1H-imidazol-1-yl)-N-methyl-4-nitroaniline C(C1=CC=CC=C1)OC1=C(C=CC(=C1)C(F)(F)F)C=1N=CN(C1)C1=C(NC)C=CC(=C1)[N+](=O)[O-]